ClC1=C(C(=CC=C1)Cl)N1C=CC2=CC=CC=C12 1-(2,6-dichlorophenyl)-1H-indole